ON1C(=O)C=2C3CCC(C2C1=O)C3 N-hydroxynorbornene-2,3-dicarboximide